FC(CC(C(F)(F)OC(C(CC(F)(F)F)(F)F)(F)F)(F)F)(F)F 2,2,2-trifluoroethyl-1,1,2,2-tetrafluoroethyl ether